BrC=1C(=C(C=NC1)N)NC(C)C 5-bromo-N4-isopropylpyridine-3,4-diamine